N-(17-amino-8,17-dioxo-3,6,12,15-tetraoxa-9-azaheptadecyl)-4-(4-(hydroxymethyl)-3-methoxyphenoxy)butanamide NC(COCCOCCNC(COCCOCCNC(CCCOC1=CC(=C(C=C1)CO)OC)=O)=O)=O